OC(=O)C(F)(F)F.FC1(C(NC(CC1)=O)=O)C1=CC=C(C=C1)C1CCN(CC1)CC(=O)O 2-[4-[4-(3-fluoro-2,6-dioxo-3-piperidyl)phenyl]-1-piperidyl]acetic acid TFA salt